COC=1C(=CC(=NC1)C)C1=C(C(=O)O)C=CC(=C1)C 2-(5-methoxy-2-methylpyridine-4-yl)-4-methylbenzoic acid